1-Methyl-1,3-propanesultone CC1CCOS1(=O)=O